ClC=1C=CC(=C(C1)CS(=O)(=O)O)OCC(=O)N1[C@@H](CN([C@H](C1)C)CC1=CC=C(C=C1)F)C 5-chloro-2-(2-((2r,5s)-4-((4-fluorophenyl)methyl)-2,5-dimethyl-1-piperazinyl)-2-oxoethoxy)benzenemethanesulfonic acid